3-(6-(8-chloro-1,2,3,4-tetrahydroisoquinoline-2-carbonyl)benzo[d]oxazol-2-yl)piperidine-2,6-dione ClC=1C=CC=C2CCN(CC12)C(=O)C1=CC2=C(N=C(O2)C2C(NC(CC2)=O)=O)C=C1